CN1CC(CCC1)CC(=O)N 2-(1-methylpiperidin-3-yl)acetamide